COC([C@@H]([C@@H](O)C1=C(C=C(C=C1)Cl)Cl)O)=O (2R,3S)-methyl-3-(2,4-dichlorophenyl)-2,3-dihydroxypropionate